2-hydroxypyrrolidine-1-carboxylate OC1N(CCC1)C(=O)[O-]